FC(C(=O)O)(F)F.N[C@H]1[C@@H](C[C@H]2C[C@H]2C1)C1=C(C2=NC(=CC(=C2S1)NCC=1SC=CC1)Cl)Br 2-((1R,3R,4R,6S)-4-aminobicyclo[4.1.0]heptan-3-yl)-3-bromo-5-chloro-N-(thiophen-2-ylmethyl)thieno[3,2-b]pyridin-7-amine trifluoroacetate